(tetrakis(hydroxymethyl))phosphonium methyl-4-(1-(5-(1H-indole-2-carbonyl)-N-methyl-4,5,6,7-tetrahydro-2H-pyrazolo[4,3-c]pyridine-3-carboxamido)cyclopropyl)benzoate COC(C1=CC=C(C=C1)C1(CC1)N(C(=O)C=1NN=C2C1CN(CC2)C(=O)C=2NC1=CC=CC=C1C2)C)=O.OC[P+](CO)(CO)CO